N-[4-(2-amino-5-bromopyridin-3-yl)-3-fluorophenyl]-5-(4-methylphenyl)-4-oxo-1-(tetrahydro-2H-pyran-4-ylmethyl)-1,4-dihydropyridine-3-carboxamide NC1=NC=C(C=C1C1=C(C=C(C=C1)NC(=O)C1=CN(C=C(C1=O)C1=CC=C(C=C1)C)CC1CCOCC1)F)Br